(S*)-(3-amino-6-(methylsulfonyl)-4,5,6,7-tetrahydro-pyrazolo[3,4-c]pyridin-2-yl)(1,2,3,4-tetrahydro-quinolin-4-yl)methanone NC=1N(N=C2CN(CCC21)S(=O)(=O)C)C(=O)[C@H]2CCNC1=CC=CC=C21 |o1:16|